C1(=CC=C(C=C1)N(C1=CC=C(C=C1)C1=CC=C(C=C1)N1C2=CC=CC=C2C=2C=CC=CC12)C1=CC=C(C=C1)C1=CC=CC=C1)C1=CC=CC=C1 N,N-di([1,1'-biphenyl]-4-yl)-4'-(9H-carbazol-9-yl)[1,1'-biphenyl]-4-amine